2-((6-(tert-butylsulfonyl)-3-iodoimidazo[1,2-a]pyridin-7-yl)oxy)ethan-1-ol C(C)(C)(C)S(=O)(=O)C=1C(=CC=2N(C1)C(=CN2)I)OCCO